FCCOC=1C(=NC(=NC1OC)NS(=O)(=O)C1=CNC(=C1)C1=NC=CC=C1F)OC N-[5-(2-fluoroethoxy)-4,6-dimethoxy-pyrimidin-2-yl]-5-(3-fluoro-2-pyridyl)-1H-pyrrole-3-sulfonamide